(S)-2-(2-((1-amino-3-(4-hydroxyphenyl)-1-oxopropan-2-yl)carbamoyl)-2,3-dihydro-1H-inden-2-yl)acetic acid NC([C@H](CC1=CC=C(C=C1)O)NC(=O)C1(CC2=CC=CC=C2C1)CC(=O)O)=O